C(CCC)N(CCC[Li])CCCC 3-(dibutylamino)propyllithium